BrC=1C(=NN2C1N=C(C=C2)Cl)C2=C(C=CC=C2)F 3-bromo-5-chloro-2-(2-fluorophenyl)pyrazolo[1,5-a]pyrimidine